FC1=C(C=CC(=C1)F)S(=O)(=O)NC=1C(N(C=C(C1)C=1C=C2C(=NC=NC2=CC1)N1CCN(CC1)C(\C=C\C(C)=O)=O)C[2H])=O (E)-2,4-difluoro-N-(1-(methyl-d)-2-oxo-5-(4-(4-(4-oxopent-2-enoyl)piperazin-1-yl)quinazolin-6-yl)-1,2-dihydropyridin-3-yl)benzenesulfonamide